7-fluoro-1,1,3-trimethyl-2,3-dihydro-1H-inden-4-amine FC1=CC=C(C=2C(CC(C12)(C)C)C)N